NC(C#N)CC=1NC2=CC=C(C=C2C1)C=1C=CC2=C(N(C(O2)=O)C)C1 2-amino-3-(5-(3-methyl-2-oxo-2,3-dihydrobenzo[d]oxazol-5-yl)-1H-indol-2-yl)propanenitrile